C(C)(C)(C)OC(=O)NCCOCCOCCOCCOCCOCCOCCOCCOCCOCCOCCOCCOCCC(=O)O 1-{[(tert-butoxy)carbonyl]amino}-3,6,9,12,15,18,21,24,27,30,33,36-dodecaoxanonatriacontan-39-oic acid